scandium methacrylate C(C(=C)C)(=O)[O-].[Sc+3].C(C(=C)C)(=O)[O-].C(C(=C)C)(=O)[O-]